FC1=CC=C(C=C1)C=1OC(=NN1)N1[C@H](C2=C(CC1)NC=N2)C2=NN1C(C=CC=C1C)=C2 (R)-2-(4-fluorophenyl)-5-(4-(7-methylpyrazolo[1,5-a]pyridin-2-yl)-1,4,6,7-tetrahydro-5H-imidazo[4,5-c]pyridin-5-yl)-1,3,4-oxadiazole